1-(Azidoethyl)benzene N(=[N+]=[N-])CCC1=CC=CC=C1